tert-butyl (1-(3-cyano-4-(4-cyano-3-fluorophenyl)pyridin-2-yl)piperidin-4-yl)(methyl)carbamate C(#N)C=1C(=NC=CC1C1=CC(=C(C=C1)C#N)F)N1CCC(CC1)N(C(OC(C)(C)C)=O)C